C(C)(C)(C)C=1C=C(C=C(C1)C(C)(C)C)C1=CC(=CC=C1)C1=NC(=NC(=N1)C=1C=C(C=CC1)C1=CC(=CC(=C1)C(C)(C)C)C(C)(C)C)C1=CC=CC=C1 2,4-bis[(3',5'-di-tert-butyl)-1,1'-biphenyl-3-yl]-6-phenyl-1,3,5-triazine